Cl.ClCC1=NC=C(C=C1C)C 2-chloromethyl-3,5-dimethylpyridine hydrochloride